(6Ar)-3,6,6,9-tetramethyl-6a,7,8,10a-tetrahydrobenzo[c]chromen-1-ol CC=1C=C(C=2C3[C@H](C(OC2C1)(C)C)CCC(=C3)C)O